C(C)(C)(C)OC(=O)N1[C@@H]([C@H](CC1)C1=CC=CC=C1)C(N[C@H](C(=O)OC)C[C@H]1C(NCC1)=O)=O (2S,3R)-tert-butyl-2-(((S)-1-methoxy-1-oxo-3-((S)-2-oxopyrrolidin-3-yl)propan-2-yl)carbamoyl)-3-phenylpyrrolidine-1-carboxylate